(E)-3-(3,4-dichlorophenyl)-N'-((E)-3-(4-methoxyphenyl)acryloyl)acrylohydrazide ClC=1C=C(C=CC1Cl)/C=C/C(=O)NNC(\C=C\C1=CC=C(C=C1)OC)=O